ClC=1C=C(C=C(C1)C(F)(F)F)CCC(=O)O 3-(3-chloro-5-(trifluoromethyl)phenyl)propionic acid